(S)-N-((R)-1-(4-(aminomethyl)phenyl)ethyl)-3-((3-fluoro-5-methylbenzyl)amino)-4-oxo-4,6,7,8-tetrahydropyrrolo[1,2-a]pyrazine-6-carboxamide trifluoroacetate FC(C(=O)O)(F)F.NCC1=CC=C(C=C1)[C@@H](C)NC(=O)[C@@H]1CCC=2N1C(C(=NC2)NCC2=CC(=CC(=C2)C)F)=O